Tert-Butyl 4-(4-((2,4-Dimethoxybenzyl)Amino)-5-Iodo-7H-Pyrrolo[2,3-D]Pyrimidin-7-Yl)Piperidine-1-Carboxylate COC1=C(CNC=2C3=C(N=CN2)N(C=C3I)C3CCN(CC3)C(=O)OC(C)(C)C)C=CC(=C1)OC